CC1=NOC(=C1C=1C=C2C(=NC1)NC=C2C#CC(C(=O)OC)(C)C)C methyl 4-(5-(3,5-dimethylisoxazol-4-yl)-1H-pyrrolo[2,3-b]pyridin-3-yl)-2,2-dimethylbut-3-ynoate